C(C)(C)OC(CC(C)O)=O Isopropyl-3-hydroxybutyrate